N-(2-((2-((3-fluorophenyl)thio)phenyl)amino)-2-oxoethyl)-1-naphthamide FC=1C=C(C=CC1)SC1=C(C=CC=C1)NC(CNC(=O)C1=CC=CC2=CC=CC=C12)=O